COC(C1=CC=C(C=C1)C(NC1(CCN(CC1)C1=NC(=C(N=C1)C1=C(C(=CC=C1)Cl)Cl)N)C)=O)=O 4-((1-(6-amino-5-(2,3-dichlorophenyl)pyrazin-2-yl)-4-methylpiperidin-4-yl)carbamoyl)benzoic acid methyl ester